(S)-N-((S)-1-(5-(Benzo[d]oxazol-6-yl)-1H-imidazol-2-yl)-7-oxononyl)-6-methyl-6-azaspiro[2.5]octan-1-carboxamid O1C=NC2=C1C=C(C=C2)C2=CN=C(N2)[C@H](CCCCCC(CC)=O)NC(=O)[C@H]2CC21CCN(CC1)C